(αR)-α-methyl-N-(phenylmethyl)-benzenemethanamine C[C@@H](NCC1=CC=CC=C1)C1=CC=CC=C1